2-Chloro-6-bromoanisole ClC1=C(C(=CC=C1)Br)OC